C(CCCCCCCCCCC)SSC(C(=O)O)CCC ((dodecylthio)thio)pentanoic acid